N-(3-Methoxy-2,6-dimethyl-phenyl)-2-[(1-methylpyrazol-3-yl)amino]thiazole-5-carboxamide COC=1C(=C(C(=CC1)C)NC(=O)C1=CN=C(S1)NC1=NN(C=C1)C)C